(2-(hydroxymethyl)morpholino) (piperazin-1-yl)phosphinate N1(CCNCC1)P(ON1CC(OCC1)CO)=O